C1(CCCC1)N1C(C(=CC2=C1N=C(N=C2)NC2CCN(CC2)S(=O)(=O)C)CC#N)=O (8-cyclopentyl-2-{[1-(methylsulfonyl)piperidin-4-yl]Amino}-7-oxo-7,8-dihydro-pyrido[2,3-d]Pyrimidin-6-yl)acetonitrile